6-(4-((1H-indazol-5-yl)amino)-pyrimidin-2-yl)-N-cyclopropyl-1H-indole-2-carboxamide N1N=CC2=CC(=CC=C12)NC1=NC(=NC=C1)C1=CC=C2C=C(NC2=C1)C(=O)NC1CC1